BrC1=C(C(=C(C=C1CC#N)Br)CC#N)C#N 2,2'-(1,4-dibromo-2-cyano-3,6-phenylene)diacetonitrile